N[C@@H]1[C@@H](CC=CC1)C(=O)O CIS-2-AMINO-4-CYCLOHEXENE-1-CARBOXYLIC ACID